C(C)(C)(C)OC(=O)N1CCC(CC1)C=1C=C2C(=C(NC2=CC1)Br)CC(C)C 4-(2-bromo-3-isobutyl-1H-indol-5-yl)piperidine-1-carboxylic acid tert-butyl ester